6-(2-(3-cyano-4-(3-((2-hydroxyethylamino)methyl)pyridin-2-ylamino)pyridin-2-yl)vinyl)-3,4-dihydroisoquinolin C(#N)C=1C(=NC=CC1NC1=NC=CC=C1CNCCO)C=CC=1C=C2CCN=CC2=CC1